[O-]CCCC.[Fe+3].[O-]CCCC.[O-]CCCC ferric n-butoxide